CC1=C(C(=CC=C1)C)OCCC 1,3-dimethyl-2-propoxybenzene